2-(3-(2-(2-aminoethoxy)ethoxy)-4-fluorophenyl)-N-(4-(1-(cyclopropanecarbonyl)indolin-5-yl)-5-methylthiazol-2-yl)acetamide NCCOCCOC=1C=C(C=CC1F)CC(=O)NC=1SC(=C(N1)C=1C=C2CCN(C2=CC1)C(=O)C1CC1)C